(R)-2-((4-(2-chloro-4-fluorophenyl)-2-oxo-1,2-dihydroquinolin-7-yl)oxy)-N,N-dimethylpropanamide ClC1=C(C=CC(=C1)F)C1=CC(NC2=CC(=CC=C12)O[C@@H](C(=O)N(C)C)C)=O